(R)-1-(difluoromethylene)-5-(5-methyl-3-(piperidin-3-ylamino)-1,2,4-triazine-6-yl)-2,3-dihydro-1H-indene-4-ol FC(=C1CCC=2C(=C(C=CC12)C1=C(N=C(N=N1)N[C@H]1CNCCC1)C)O)F